Rac-benzyl (2R,4S)-2-(2-chloro-4-(trifluoromethyl)phenyl)-4-hydroxypiperidine-1-carboxylate ClC1=C(C=CC(=C1)C(F)(F)F)[C@@H]1N(CC[C@@H](C1)O)C(=O)OCC1=CC=CC=C1 |r|